1-(3-((2-bromo-6-chloro-1-(1-propyl-1H-pyrazol-4-yl)-7-fluoro-1H-indol-3-yl)thio)-2-fluorophenyl)cyclopropanecarboxylic acid BrC=1N(C2=C(C(=CC=C2C1SC=1C(=C(C=CC1)C1(CC1)C(=O)O)F)Cl)F)C=1C=NN(C1)CCC